FC=1C=C(OCC(=O)NC23CC(C2)(C3)NC(=O)[C@@H]3OC2=C(C(C3)=O)C=C(C(=C2)F)F)C=CC1F (2R)-N-{3-[2-(3,4-Difluorophenoxy)acetamido]bicyclo[1.1.1]pent-1-yl}-6,7-difluoro-4-oxo-3,4-dihydro-2H-1-benzopyran-2-carboxamide